FC(C1=CC=2C(=NC=CC2C=2C(=NN(C2)C)C2=NC=C(C=C2)F)N1S(=O)(=O)C1=CC=CC=C1)F 2-(Difluoromethyl)-4-(3-(5-fluoropyridin-2-yl)-1-methyl-1H-pyrazol-4-yl)-1-(phenylsulfonyl)-1H-pyrrolo[2,3-b]pyridine